5-hexen-1-thiol C(CCCC=C)S